C(C)OOCC(C)O propylene glycol ethoxy ether